Cl.Cl.N[C@]1([C@@H](CC[C@H](C1)CCB(O)O)CN(C([C@H](C)N)=O)C)C(=O)O (1R,2S,5R)-1-Amino-2-(((S)-2-amino-N-methylpropanamido)methyl)-5-(2-boronoethyl)cyclohexane-1-carboxylic acid dihydrochloride